benzyl(1-(chlorosulfonyl)propan-2-yl)carbamate C(C1=CC=CC=C1)OC(NC(CS(=O)(=O)Cl)C)=O